7-(4-(tert-butoxycarbonyl)piperazin-1-yl)heptanoic acid C(C)(C)(C)OC(=O)N1CCN(CC1)CCCCCCC(=O)O